CC=1N=C(OC1NC1=NC=C(C(=N1)NCCCN1C(COCCC1)=O)C(F)(F)F)N1CCN(CC1)C 4-(3-((2-((4-methyl-2-(4-methylpiperazin-1-yl)oxazol-5-yl)amino)-5-(trifluoromethyl)pyrimidin-4-yl)amino)propyl)-1,4-oxazepan-3-one